3-(bromo-1-oxo-isoindolin-2-yl)piperidine-2,6-dione BrC1N(C(C2=CC=CC=C12)=O)C1C(NC(CC1)=O)=O